N1C=NC(=C1)CC1CCN(CC1)C 4-((1H-imidazol-4-yl)methyl)-1-methylpiperidine